4-amino-N-(cyclopropylmethyl)-N-((6-ethoxy-3-pyridazinyl)methyl)-7-fluoro-1,3-dihydrofuro[3,4-c]quinoline-8-carboxamide NC1=NC=2C=C(C(=CC2C2=C1COC2)C(=O)N(CC=2N=NC(=CC2)OCC)CC2CC2)F